FC1=C(C=C(C(=C1)Cl)N1C(N(C(=CC1=O)C(F)(F)F)C)=O)S 2-Fluoro-4-chloro-5-(3-methyl-2,6-dioxo-4-trifluoromethyl-3,6-dihydropyrimidin-1(2H)-yl)thiophenol